pyrido[4,3-d]pyrimidine-2,4-diol N1=C(N=C(C2=C1C=CN=C2)O)O